4,4-difluorocyclohexane-1-carbonyl chloride FC1(CCC(CC1)C(=O)Cl)F